FC1=C(C(=O)OC)C=CC(=C1)C1(CC1)NC(=O)C1(CCOCC1)N(CCOC1=CC=CC=C1)C Methyl 2-fluoro-4-[1-[[4-[methyl(2-phenoxyethyl)amino]tetrahydropyran-4-carbonyl]amino]cyclopropyl]benzoate